NC1=CC(=C(C=O)C=C1)O 4-AMINO-2-HYDROXYBENZALDEHYDE